C(C1=CC=CC=C1)(=O)OC[C@H]1C[C@@H](CO1)F (2R,3S,4R,5R)-5-((benzoyloxy)methyl)-3-fluorotetrahydrofuran